2'-(4,5-Dimethyl-1H-imidazol-2-yl)-3,4'-bipyridine CC=1N=C(NC1C)C1=NC=CC(=C1)C=1C=NC=CC1